O=C1N(CCC(N1)=O)C1=CC=C(CN2CCN(CC2)C2CCN(CC2)C2=NC(=C(C(=O)N)C=C2)C2=CC=C(C=C2)OC2=CC=CC=C2)C=C1 6-(4-(4-(4-(2,4-dioxotetrahydropyrimidin-1(2H)-yl)benzyl)piperazin-1-yl)piperidin-1-yl)-2-(4-phenoxyphenyl)nicotinamide